S(CCN)CCN 2,2'-thiobis(ethan-1-amine)